C[C@@H]1CN(CCN1CCC)C(=O)C=1C=C(CN2C(NC(C3=CC=CC=C23)=O)=O)C=CC1F (R)-1-(3-(3-methyl-4-(n-propyl)piperazine-1-carbonyl)-4-fluorobenzyl)quinazoline-2,4(1H,3H)-dione